4-cyclohexylbutyrate cobalt salt [Co+2].C1(CCCCC1)CCCC(=O)[O-].C1(CCCCC1)CCCC(=O)[O-]